ClC=1C=C2C=CC(=NC2=CC1)NC(=O)C1CCN(CC1)NC(COC1CC(C1)OC(F)(F)F)=O N-(6-chloroquinolin-2-yl)-1-(2-((1s,3s)-3-(trifluoromethoxy)cyclobutoxy)acetamido)piperidine-4-carboxamide